Cl.CC1=C(OCC(C)N)C(=CC=C1)C 1-(2,6-dimethylphenoxy)propan-2-amine hydrochloride